C(CCC)NC(=O)NCCCC 1,3-di-n-butyl-urea